fluorobicyclo[2.1.1]hexane FC12CCC(C1)C2